N-(2-fluoro-3-{6-oxo-4-[5-(trifluoromethyl)pyridin-2-yl]-1,6-dihydropyrimidin-2-yl}-4-(trifluoromethyl)benzyl)-4-(trifluoromethyl)benzenesulfonamide FC1=C(CNS(=O)(=O)C2=CC=C(C=C2)C(F)(F)F)C=CC(=C1C=1NC(C=C(N1)C1=NC=C(C=C1)C(F)(F)F)=O)C(F)(F)F